C(C)(C)(C)OC(=O)NCC(=O)OCC(COC(CNC(=O)OC(C)(C)C)=O)OC(CCCCCCC\C=C/C\C=C/CCCCC)=O 2-((9Z,12Z)-octadeca-9,12-dienoyloxy)propane-1,3-diyl bis(2-((tert-butoxycarbonyl)amino)acetate)